2-amino-4-methyl-5-ethyl-thiophenecarboxylic acid ethyl ester C(C)OC(=O)C1(SC(=C(C1)C)CC)N